11-chloro-7H-benzo[c]carbazole ClC=1C=2C=3C4=C(C=CC3NC2C=CC1)C=CC=C4